C(C)OC1=CC=C(C=N1)C=1C(=CN(C(C1)=O)C)C=1C=NN(C1)C1=C(C#N)C=CC(=C1)OC 2-[4-(6-Ethoxy-1'-methyl-6'-oxo-1',6'-dihydro-[3,4']bipyridinyl-3'-yl)-pyrazol-1-yl]-4-methoxy-benzonitrile